C(C1=CC=CC=C1)OC(=O)N1CC(CC1)C(C(=O)N1[C@H](C2=CC=CC=C2CC1)C1=CC=C(C=C1)F)O 3-(2-((S)-1-(4-fluorophenyl)-3,4-dihydroisoquinolin-2(1H)-yl)-1-hydroxy-2-oxoethyl)pyrrolidine-1-carboxylic acid benzyl ester